C(C1=CC=CC=C1)C=1N(C=2C(=C3CC[C@@H](NC3=CC2)C)N1)CCO (7S)-2-Benzyl-3-(2-hydroxyethyl)-7-methyl-3H,6H,7H,8H,9H-imidazo[4,5-f]chinolin